6-((2R,4S)-2-((dimethylamino)methyl)-4-fluoropyrrolidin-1-yl)-2-methoxy-5-nitropyridin-3-amine CN(C)C[C@@H]1N(C[C@H](C1)F)C1=C(C=C(C(=N1)OC)N)[N+](=O)[O-]